tridecyl-hydroxyl-octadecadienoic acid C(CCCCCCCCCCCC)C(=C(C(=O)O)O)C=CCCCCCCCCCCCCC